di(m-chlorophenyl)methylene(cyclopentadienyl)(2,7-dimethyl-3,6-di-t-butylfluorenyl)zirconium dichloride [Cl-].[Cl-].ClC=1C=C(C=CC1)C(=[Zr+2](C1=C(C(=CC=2C3=CC(=C(C=C3CC12)C)C(C)(C)C)C(C)(C)C)C)C1C=CC=C1)C1=CC(=CC=C1)Cl